NC1CC(C1)C(=O)OC1=CC=C(C=C1)C1(CCC(CC1)OC)C1=CC=C(C=C1)O 4-(1-(4-(3-aminocyclobutanoyloxy)phenyl)-4-methoxycyclohexyl)phenol